C(CCCCC)P(O)(O)=O HEXYLPHOSPHONIC ACID